CN1CCN(CC1)CCNC1=NC(=NC2=CC=CC=C12)C=1NC=CC1 N-(2-(4-methylpiperazin-1-yl)ethyl)-2-(1H-pyrrol-2-yl)quinazolin-4-amine